N-tert.-Butyl-4-[[2-[3-(1-hydroxyethyl)phenyl]acetyl]amino]pyridin C(C)(C)(C)N1CC=C(C=C1)NC(CC1=CC(=CC=C1)C(C)O)=O